4-ethoxy-2-methyl-5-morpholin-4-ylpyridazin-3-one C(C)OC=1C(N(N=CC1N1CCOCC1)C)=O